C(C)[Si](OCCCCC)(OCCCCC)C(C1=CC=CC=C1)O ethyl-(hydroxybenzyl)dipentyloxysilane